ClC1=CC=C(O[C@@]2([C@@H](C2)CC)C(=O)OC)C=C1 |r| (±)-Methyl (1S,2R)-1-(4-chlorophenoxy)-2-ethylcyclopropane-1-carboxylate